CC1=C(C(=O)NC2(CC2)C2=C3C=CC=NC3=CC(=C2)OC(F)(F)F)C=C(C=C1)OCC1N(CC1)C 2-Methyl-5-((1-methylazetidin-2-yl)methoxy)-N-(1-(7-(trifluoromethoxy)quinolin-5-yl)cyclopropyl)benzamide